4-(3-ethylpentadecan-3-yl)oxazol-2(3H)-one C(C)C(CC)(CCCCCCCCCCCC)C=1NC(OC1)=O